C(C)(=O)C1=C(C=C(C=C1)Cl)C1=CC(N(C=C1OC)[C@H](C(=O)NC1=CC=C(C(=O)O)C=C1)CC=1C=NN(C1)C)=O (S)-4-(2-(4-(2-acetyl-5-chlorophenyl)-5-methoxy-2-oxopyridin-1(2H)-yl)-3-(1-methyl-1H-pyrazol-4-yl)propionylamino)benzoic acid